C(C)OC1=C(C=C2C(=NC=NC2=C1)NC1=C(C=C(C=C1)OC1=NN(C=C1)C=1C=NC(=CC1)C)F)NC1CCN(CC1)C(C=C)=O 1-(4-((7-ethoxy-4-((2-fluoro-4-((1-(6-methylpyridin-3-yl)-1H-pyrazol-3-yl)oxy)phenyl)amino)quinazolin-6-yl)amino)piperidin-1-yl)prop-2-en-1-one